1,2-dimethylpyridinium cyanide [C-]#N.C[N+]1=C(C=CC=C1)C